Cl.S1C(=CC=2CNCCC21)C(=O)OC methyl 4,5,6,7-tetrahydrothieno[3,2-c]pyridine-2-carboxylate hydrochloride